BrC=1C=CC2=C(OCCN2C(=O)C2=C(C=CC=C2)N(S(=O)(=O)C)C)C1 N-(2-(7-bromo-3,4-dihydro-2H-benzo[b][1,4]oxazine-4-carbonyl)phenyl)-N-methylmethanesulfonamide